C(#N)C1(CC1)NS(=O)(=O)C=1C=C(C=2N(C1)C(=NC2)C=2SC(=NN2)C(F)F)N2CCC(CC2)(C)O N-(1-cyanocyclopropyl)-3-(5-(difluoromethyl)-1,3,4-thiadiazol-2-yl)-8-(4-hydroxy-4-methylpiperidin-1-yl)imidazo[1,5-a]pyridine-6-sulfonamide